(E)-1-(2-hydroxy-4,5-dimethylphenyl)-3-phenylprop-2-en-1-one OC1=C(C=C(C(=C1)C)C)C(\C=C\C1=CC=CC=C1)=O